C(CCCCCCCC)#N nonanonitrile